methyl-5-(trifluoromethyl)pyridine-2,3-diamine CC1=C(C(=NC=C1C(F)(F)F)N)N